1-{[1-(4-chloro-3-fluorophenyl)-1H-1,2,4-triazol-5-yl]methyl}-3-{[3-ethyl-1-(quinolin-7-yl)-1H-1,2,4-triazol-5-yl]methyl}urea ClC1=C(C=C(C=C1)N1N=CN=C1CNC(=O)NCC1=NC(=NN1C1=CC=C2C=CC=NC2=C1)CC)F